(R)-Methyl (2-chlorophenyl)(6,7-dihydro-4H-thieno[3,2-c]pyridin-5-yl)acetate ClC1=C(C=CC=C1)[C@H](C(=O)OC)N1CC2=C(CC1)SC=C2